C(CCCC)N1CCCCC1 1-pentylpiperidin